1-(2-(3-bromophenyl)-2-oxoethyl)pyridin-1-ium iodide [I-].BrC=1C=C(C=CC1)C(C[N+]1=CC=CC=C1)=O